3-(3-(5-(1H-pyrrolo[2,3-b]pyridin-3-yl)-1-((2-(trimethylsilyl)ethoxy)methyl)-1H-pyrazol-3-yl)phenyl)-3-hydroxy-1-methylpyrrolidin-2-one N1C=C(C=2C1=NC=CC2)C2=CC(=NN2COCC[Si](C)(C)C)C=2C=C(C=CC2)C2(C(N(CC2)C)=O)O